ClC1=CC=C(C=C1)C(C#N)=C1CCN(CC1)C(=O)N1CCOCC1 2-(4-chlorophenyl)-2-(1-(morpholine-4-carbonyl)piperidin-4-ylidene)acetonitrile